FC1=CC=C(C=C1)[C@H](C(=O)N1CCN(CC1)C1=CC=C(C=N1)C=1C=2N(C=C(C1)OC[C@@H](C)O)N=CC2C#N)O 4-(6-(4-((R)-2-(4-fluorophenyl)-2-hydroxyacetyl)piperazin-1-yl)pyridin-3-yl)-6-((R)-2-hydroxypropoxy)pyrazolo[1,5-a]pyridine-3-carbonitrile